(N,N-bis[2-hydroxyethyl]amino)-2-hydroxypropanesulfonic acid OCCN(CCO)C(C(C)O)S(=O)(=O)O